dipropyloxytetradecenyl pentoxymethyl ether C(CCCC)OCOC=CCCCCCCCCCCCC(OCCC)OCCC